BrC=1C=NN(C1\C=C(/C#N)\C1=CC=C(C=C1)C)C (Z)-3-(4-bromo-1-methyl-1H-pyrazol-5-yl)-2-(p-tolyl)acrylonitrile